N-(2-hydroxyethyl)-1-[3-(2,4,6-trichlorophenylamino)phenyl]methanesulphonamide methyl-2-(3-chloro-4-fluoro-N-(6-hydroxy-1,5-naphthyridin-4-yl)anilino)acetate COC(CN(C1=CC(=C(C=C1)F)Cl)C1=CC=NC2=CC=C(N=C12)O)=O.OCCNS(=O)(=O)CC1=CC(=CC=C1)NC1=C(C=C(C=C1Cl)Cl)Cl